(R)-2-((1-(2-cyano-3-methoxy-7-methylquinoxalin-5-yl)ethyl)amino)benzoic acid C(#N)C1=NC2=CC(=CC(=C2N=C1OC)[C@@H](C)NC1=C(C(=O)O)C=CC=C1)C